O=C1C=CC(=NN1COCC[Si](C)(C)C)C(=O)O 6-oxo-1-((2-(trimethylsilyl)ethoxy)methyl)-1,6-dihydropyridazine-3-carboxylic acid